6-((2-((3S,4R)-3-fluoro-4-hydroxy-3-methylpiperidin-1-yl)pyrimidin-4-yl)amino)-4-isopropyl-2,7-naphthyridine-1-carboxamide F[C@]1(CN(CC[C@H]1O)C1=NC=CC(=N1)NC=1C=C2C(=CN=C(C2=CN1)C(=O)N)C(C)C)C